COC(/C(=C/C1=C(C(=C(C=C1)Cl)F)Cl)/N=[N+]=[N-])=O.C1(CC1)CSC1=NC(=CC=C1/C=C/C(=O)NC1=CC=CC=2NC(NC21)=O)C(F)(F)F (E)-3-(2-((cyclopropylmethyl)thio)-6-(trifluoromethyl)pyridin-3-yl)-N-(2-oxo-2,3-dihydro-1H-benzo[d]imidazol-4-yl)acrylamide methyl-(Z)-2-azido-3-(2,4-dichloro-3-fluorophenyl)acrylate